C1(CC1)C1=NC(=C(C#N)C=C1)NC1=CC=CC=2CCOC21 6-cyclopropyl-2-((2,3-dihydrobenzofuran-7-yl)amino)nicotinonitrile